FC(C1CC(CCC1)N)(F)F 3-(trifluoromethyl)cyclohexan-1-amine